FC1=C(C(=O)NC2=C(C=C(C=C2)SC)C)C=CC=C1 2-fluoro-N-(2-methyl-4-methylthiophenyl)benzamide